BrC=1C=C2CCC([C@H](C2=CC1)NC(O[C@@H]1CN2CCC1CC2)=O)(C)C (S)-quinuclidin-3-yl ((R)-6-bromo-2,2-dimethyl-1,2,3,4-tetrahydronaphthalen-1-yl)carbamate